O-(Benzyl)-D-serine t-Butyl ester C(C)(C)(C)OC([C@H](N)COCC1=CC=CC=C1)=O